C(C)(C)(C)OC(=O)N1[C@@H]2[C@H](N(C[C@H]1CC2)C=2C1=C(N=C(N2)SCC)C(=C(N=C1Br)Cl)F)[C@H](C)O (1S,2S,5R)-3-(5-bromo-7-chloro-2-(ethylsulfanyl)-8-fluoropyrido[4,3-d]pyrimidin-4-yl)-2-((S)-1-hydroxyethyl)-3,8-diazabicyclo[3.2.1]octane-8-carboxylic acid tert-butyl ester